O1C(CCC=C1)N 3H-pyrylamine